2-(6-amino-5-((1R,5S)-8-(4-(2-(piperazin-1-yl)ethoxy)phenyl)-3,8-diazabicyclo[3.2.1]octan-3-yl)pyridazin-3-yl)phenol NC1=C(C=C(N=N1)C1=C(C=CC=C1)O)N1C[C@H]2CC[C@@H](C1)N2C2=CC=C(C=C2)OCCN2CCNCC2